C[C@H]1C2(OCCO2)C[C@@H](NC1)C1=CC=CC=C1 (6R,9R)-6-methyl-9-phenyl-1,4-dioxa-8-Azaspiro[4.5]Decane